COC(=O)C1=CC2=C(N=C(N=C2NC2=CC=C(C=C2)C2CCCCC2)N2C[C@H](OCC2)C)N=C1.BrC1=CC=C(C=C1)CCCCOC1=CC=C(C=C1)C=C 1-bromo-4-(4-(4-vinylphenoxy)butyl)benzene methyl-4-[(4-cyclohexylphenyl)amino]-2-[(2R)-2-methylmorpholin-4-yl]pyrido[2,3-d]pyrimidine-6-carboxylate